ethyl 5-bromo-1-(2-ethoxy-2-oxoethyl)-2-formyl-1H-pyrrole-3-carboxylate BrC1=CC(=C(N1CC(=O)OCC)C=O)C(=O)OCC